O1CCC2=C1C=CC(=C2)C(C)NC(=O)C2C(C2)C2=C(C=CC=C2)F 2-(2-fluoro-phenyl)-cyclopropanecarboxylic acid [1-(2,3-dihydro-benzofuran-5-yl)-ethyl]-amide